tert-butyl 1'-benzyl-3',3'-difluoro-[1,4'-bipiperidine]-4-carboxylate C(C1=CC=CC=C1)N1CC(C(CC1)N1CCC(CC1)C(=O)OC(C)(C)C)(F)F